5,6-bis(4-methoxyphenyl)-5,6-diazaspiro[2.4]heptane-4,7-dione COC1=CC=C(C=C1)N1C(C2(CC2)C(N1C1=CC=C(C=C1)OC)=O)=O